(R)-2-methyl-1,4-pentadien-3-ol CC(=C)[C@@H](C=C)O